FC1=C(NC2=NC(=NC=C2C(=O)N)NC2=C(C=C3CCNCC3=C2)OC)C(=CC(=C1)I)F 4-(2,6-difluoro-4-iodoanilino)-2-[(6-methoxy-1,2,3,4-tetrahydroisoquinolin-7-yl)amino]pyrimidine-5-carboxamide